bis(2,6-di-tert-butyl-4-methylphenyl)phosphite C(C)(C)(C)C1=C(C(=CC(=C1)C)C(C)(C)C)OP(OC1=C(C=C(C=C1C(C)(C)C)C)C(C)(C)C)[O-]